C/C(=N\OC(=O)C1=CC=CC=C1)/C2=CC=CC=C2 Acetophenone O-Benzoyloxime